10H-[1,3]dioxolo[4,5-g]pyrano[3',4':6,7]indolizino[1,2-b]quinoline O1COC=2C1=CC1=CC=3C(N=C1C2)=C2C=C1C(=CN2C3)COC=C1